2-(((3-(3,5-di-tert-butyl-4-hydroxyphenyl)propionyl)oxy)methyl)propionic acid C(C)(C)(C)C=1C=C(C=C(C1O)C(C)(C)C)CCC(=O)OCC(C(=O)O)C